CO[Si](CCCOCC1OC1)(OC)OC trimethoxy[3-(oxiranylmethoxy)propyl]-silane